methyl 3-(1-methyl-6-oxo-1,6-dihydropyridin-3-yl)-4-(trifluoromethyl)isothiazole-5-carboxylate CN1C=C(C=CC1=O)C1=NSC(=C1C(F)(F)F)C(=O)OC